dodecylketene C(CCCCCCCCCCC)C=C=O